(R)-4-(3-(((benzyloxy)carbonyl)amino)-3,4-dihydro-2H-pyrano[2,3-b]pyridin-7-yl)piperazine-1-carboxylic acid tert-butyl ester C(C)(C)(C)OC(=O)N1CCN(CC1)C1=CC=C2C(=N1)OC[C@@H](C2)NC(=O)OCC2=CC=CC=C2